4-((3-chlorobenzyl)amino)-6-(3,5-dimethylisoxazol-4-yl)-N-(1-methyl-1H-pyrazol-4-yl)quinazoline-2-carboxamide ClC=1C=C(CNC2=NC(=NC3=CC=C(C=C23)C=2C(=NOC2C)C)C(=O)NC=2C=NN(C2)C)C=CC1